Cl.Cl.FC([C@H]1NCCNC1)(F)F (S)-2-(Trifluoromethyl)piperazine di-HCl salt